6-chloro-N-(4,6-dimethoxy-5-methyl-pyrimidin-2-yl)-1H-indole-3-sulfonic acid amide ClC1=CC=C2C(=CNC2=C1)S(=O)(=O)NC1=NC(=C(C(=N1)OC)C)OC